(Z)-N-[1-(7-bromo-5-fluoro-3-methyl-1-benzofuran-2-yl)-2,2,2-trifluoroethylidene]hydroxylamine BrC1=CC(=CC=2C(=C(OC21)/C(/C(F)(F)F)=N/O)C)F